BrC=1C=CC(=C(C1)O)OC 5-bromo-2-methoxyphenol